(2r,3r,4s)-2-((benzoyloxy)methyl)-5-cyanotetrahydrofuran C(C1=CC=CC=C1)(=O)OC[C@@H]1OC(CC1)C#N